[Mg].F[Al] fluoroaluminum magnesium